sodium Sodium methoxide C[O-].[Na+].[Na+].C[O-]